5-ethynyl-2-({4-[4-(2-hydroxyethyl)piperazin-1-yl]phenyl}amino)-8-phenylpyrido[2,3-d]pyrimidin-7-one C(#C)C1=CC(N(C=2N=C(N=CC21)NC2=CC=C(C=C2)N2CCN(CC2)CCO)C2=CC=CC=C2)=O